4-Benzyloxy-2-chloroquinoline C(C1=CC=CC=C1)OC1=CC(=NC2=CC=CC=C12)Cl